FC1=C(C=CC(=C1)C(F)(F)F)/C=C/C(=O)NC(C(=O)OCC)C(C)=O (E)-ethyl 2-(3-(2-fluoro-4-(trifluoromethyl)phenyl)acrylamido)-3-oxobutanoate